C(C)C=1N=C2SC(=NN2C1N(C=1SC(=C(N1)C1=CC=C(C=C1)F)C#N)C)C1CCN(CC1)CC(=O)N1CC(C1)O 2-{[6-ethyl-2-(1-(2-(3-hydroxyazetidin-1-yl)-2-oxoethyl)piperidin-4-yl)imidazo[2,1-b][1,3,4]thiadiazol-5-yl](methyl)amino}-4-(4-fluorophenyl)thiazole-5-carbonitrile